C(#N)C=1C=C2C(=NC1)C(CC2)NC(C2=CC=CC=C2)=O N-[3-cyano-5H,6H,7H-cyclopenta[b]pyridin-7-yl]benzamide